rac-2-methyl-4,5,6,7-tetrahydro-1-benzothiophen CC=1SC2=C(C1)CCCC2